IC=1C(=NC=C(N1)C1=CN(C2=CC=CC=C12)S(=O)(=O)C1=CC=CC=C1)N 3-iodo-5-(1-(phenylsulfonyl)-1H-indol-3-yl)pyrazin-2-amine